N-[(2,4-dimethoxyphenyl)methyl]-7H-pyrrolo[2,3-d]pyrimidin-4-amine COC1=C(C=CC(=C1)OC)CNC=1C2=C(N=CN1)NC=C2